2-amino-4-(p-tolyl)-4H-pyrano[3,2-b]benzofuran-3-carbonitrile NC1=C(C(C=2OC3=C(C2O1)C=CC=C3)C3=CC=C(C=C3)C)C#N